FC(S(=O)(=O)OC1=CC2=C(N(CC(N(S2(=O)=O)CC2=CC=C(C=C2)OC)(CC)CCCC)C2=CC=CC=C2)C=C1S(=O)(=O)C)(F)F 3-butyl-3-ethyl-2-(4-methoxybenzyl)-7-(methylsulfonyl)-1,1-dioxido-5-phenyl-2,3,4,5-tetrahydro-1,2,5-benzothiadiazepin-8-yl trifluoromethanesulfonate